(2-(3-(tert-butyldimethylsilyloxy) propyl)-5-fluorophenyl (hydroxy)-methyl) pyrrolidine-1-carboxylate N1(CCCC1)C(=O)OC(O)C1=C(C=CC(=C1)F)CCCO[Si](C)(C)C(C)(C)C